CN(C\C=C/1\C(N(CC1)C=1C=CC=2N=CN=C(C2N1)NC1=CC(=C(C=C1)OC=1C=NC=CC1)C)=O)C (3E)-3-[2-(dimethylamino)ethylidene]-1-(4-{[3-methyl-4-(pyridin-3-yloxy)phenyl]amino}pyrido[3,2-d]pyrimidin-6-yl)pyrrolidin-2-one